BrC=1C(=CC=2NC3=CC(=C(C=C3C2C1)Br)OC)OC 3,6-Dibromo-2,7-dimethoxy-9H-carbazole